[Ca].[Fe].[Si] silicon-iron-calcium